FC=1C=C(C=C(C1)F)[C@@H]1CCC2=NN(C(N21)=O)C2CC(C2)C2=CC=NC=1N2N=CC1F (S)-5-(3,5-difluorophenyl)-2-((1S,3R)-3-(3-fluoropyrazolo[1,5-a]pyrimidin-7-yl)cyclobutyl)-2,5,6,7-tetrahydro-3H-pyrrolo[2,1-c][1,2,4]triazol-3-one